C(#N)CCN(CCCC)C N-(2-cyanoethyl)-N-methyl-N-butyl-amine